6-cyanobenzene-1,2-diamine C(#N)C=1C=CC=C(C1N)N